(RS)-3-[[6-[3-(Difluoromethyl)-4-fluoro-phenyl]pyrazolo[4,3-b]pyridin-1-yl]methyl]-1-methyl-pyrrolidin-2-one FC(C=1C=C(C=CC1F)C=1C=C2C(=NC1)C=NN2C[C@@H]2C(N(CC2)C)=O)F |r|